C(#N)C=1C=CC2=C(N(N=N2)C(=O)NC)C1 6-cyano-N-methyl-1H-benzo[d][1,2,3]triazole-1-carboxamide